[Si](C)(C)(C(C)(C)C)OCCCN1C(=CC2=CC=CC=C12)C=1C(=CC(=C(C1)NS(=O)(=O)C=1C=C(C(=O)OC)C=C(C1OC)Cl)F)F methyl 3-[[5-[1-[3-[tert-butyl(dimethyl)silyl]oxypropyl]indol-2-yl]-2,4-difluoro-phenyl]sulfamoyl]-5-chloro-4-methoxybenzoate